5-((3-(trans-3-(4-(7-(4-cyclobutylpiperazin-1-yl)quinoxalin-2-yl)-1H-pyrazol-1-yl)cyclobutyl)propyl)amino)-2-(2,6-dioxopiperidin-3-yl)isoindoline-1,3-dione C1(CCC1)N1CCN(CC1)C1=CC=C2N=CC(=NC2=C1)C=1C=NN(C1)[C@@H]1C[C@H](C1)CCCNC=1C=C2C(N(C(C2=CC1)=O)C1C(NC(CC1)=O)=O)=O